N4-(2,2,2-trifluoroethyl)cyclohexane-1,4-diamine FC(CNC1CCC(CC1)N)(F)F